3,7-dimethyl-7-octenylcarboxylate CC(CCC(=O)[O-])CCCC(=C)C